2-methyl-spiro[3.5]nonane-2,7-diol CC1(CC2(C1)CCC(CC2)O)O